tert-butyl 5-(7-carbamoyl-5-fluoro-2-methyl-1H-indol-4-yl)-3,6-dihydropyridine-1(2H)-carboxylate C(N)(=O)C=1C=C(C(=C2C=C(NC12)C)C1=CCCN(C1)C(=O)OC(C)(C)C)F